COC(=O)C1=CC=C(C=C1)C(C(C(=O)N[C@H](C(=O)N(C)[C@H](/C=C(/C(=O)N[C@H](CCC(=O)[O-])C(=O)OC(C)(C)C)\C)C(C)C)C(C)(C)C)NC)(C)C tert-butyl ((4S,E)-4-((2S)-2-(3-(4-(methoxycarbonyl)phenyl)-3-methyl-2-(methylamino)butanamido)-N,3,3-trimethylbutanamido)-2,5-dimethylhex-2-enoyl)-D-glutamate